C(C)(C)(C)C=1C=C(C=C(C1O)C(C)(C)C)CCC(=O)OCC(COC(CCC1=CC(=C(C(=C1)C(C)(C)C)O)C(C)(C)C)=O)(COC(CCC1=CC(=C(C(=C1)C(C)(C)C)O)C(C)(C)C)=O)COC(CCC1=CC(=C(C(=C1)C(C)(C)C)O)C(C)(C)C)=O pentaerythritol-tetrakis(3-(3,5-di-tert-butyl-4-hydroxyphenyl) propionate)